C(CC(=C)C)C1=C(C=2C(C3=CC=CC(=C3OC2C(=C1O)CCC(=C)C)O)=O)O isopentenyl-(1,3,5-trihydroxy-4-isopentenyl-xanthone)